N-methyl-methylammonium hexafluoroarsenate F[As-](F)(F)(F)(F)F.C[NH2+]C